β-hydroxy-aspartate OC([C@H](N)C(=O)[O-])C(=O)[O-]